FC(C1=C(C=CC=C1)B(O)O)(F)F 2-(trifluoro-methyl)phenylboronic acid